FC1=CC=C(C=C1)[C@H]([C@H]1CN2C(C=3N1N=CC(C3O)=O)=NC=C2)C2=CC(=CC=C2)S(=O)(=O)C (S)-6-((S)-(4-fluorophenyl)(3-(methylsulfonyl)phenyl)methyl)-11-hydroxy-5,6-dihydro-10H-imidazo[2',1':3,4]pyrazino[1,2-b]pyridazin-10-one